3-[4-(2-hydroxyethoxy)phenyl]-3H-benzofuran-2-one OCCOC1=CC=C(C=C1)C1C(OC2=C1C=CC=C2)=O